CN(C(=S)[C@H]1NC[C@@H](C1)OCCC1=NN=NN1)C (2S,4R)-N,N-dimethyl-4-[2-(1H-1,2,3,4-tetrazol-5-yl)ethoxy]pyrrolidine-2-carbothioamide